8-[2-fluoro-4-(trifluoromethyl)phenyl]-2,3-dimethyl-6-[(2R)-2-(1-methylpyrazol-4-yl)morpholin-4-yl]pyrimido[5,4-d]pyrimidin-4-one FC1=C(C=CC(=C1)C(F)(F)F)C1=NC(=NC2=C1N=C(N(C2=O)C)C)N2C[C@H](OCC2)C=2C=NN(C2)C